(R)-8-phenyl-2-(2-((tetrahydro-2H-pyran-4-yl)oxy)pyridin-4-yl)-7,8-dihydro-6H-pyrrolo[2',1':2,3]imidazo[4,5-b]pyridine C1(=CC=CC=C1)[C@H]1CCC2=NC=3C(=NC(=CC3)C3=CC(=NC=C3)OC3CCOCC3)N21